The molecule is a branched amino tetrasaccharide in which three N-acetyl-beta-D-glucosamine residues are linked (1->3), (1->4) and (1->6) to an N-acetyl-D-glucosamine residue with unspecified configuration at its anomeric centre. It has a role as an epitope. It is an amino tetrasaccharide and a glucosamine oligosaccharide. CC(=O)N[C@@H]1[C@H]([C@@H]([C@H](O[C@H]1OC[C@@H]2[C@H]([C@@H]([C@H](C(O2)O)NC(=O)C)O[C@H]3[C@@H]([C@H]([C@@H]([C@H](O3)CO)O)O)NC(=O)C)O[C@H]4[C@@H]([C@H]([C@@H]([C@H](O4)CO)O)O)NC(=O)C)CO)O)O